FC=1C=C(C=CC1)C1=C2N=C(C(=NC2=CC=C1)C(=O)N)CC=1SC(=CC1)C1=CC=C(C=C1)OC(F)(F)F (3-fluorophenyl)-((5-(4-(trifluoromethoxy)phenyl)thiophen-2-yl)methyl)quinoxaline-2-carboxamide